CS(=O)(=O)/C=C/CNC(CNC(CN(S(=O)(=O)C)C1CCN(CC1)[C@H](C)C1=CC=CC2=CC=CC=C12)=O)=O (R,E)-N-(3-(methylsulfonyl)allyl)-2-(2-(N-(1-(1-(naphthalen-1-yl)ethyl)piperidin-4-yl)methylsulfonamido)acetamido)acetamide